7-Chloro-5-[4-(1,3-dioxo-1,3-dihydro-isoindol-2-yl)-butyl]-10,11-dihydro-5H-dibenzo[b,f]azepin-2-yl formate C(=O)OC1=CC2=C(N(C3=C(CC2)C=CC(=C3)Cl)CCCCN3C(C2=CC=CC=C2C3=O)=O)C=C1